[N+](=[N-])=CC(CC[C@H](NC([C@@H](NC(COCCNC(OCC1C2=CC=CC=C2C=2C=CC=CC12)=O)=O)CC(C)C)=O)C(=O)OC(C)C)=O Isopropyl (11S,14S)-14-(4-diazo-3-oxobutyl)-1-(9H-fluoren-9-yl)-11-isobutyl-3,9,12-trioxo-2,7-dioxa-4,10,13-triazapentadecan-15-oate